CC1(OB(OC1(C)C)C=1C=CC2=C(C1)COC1=NC(=CC=C12)OC1C[C@H]2CC[C@@H](C1)N2C(=O)OC(C)(C)C)C tert-butyl (1R,3s,5S)-3-((8-(4,4,5,5-tetramethyl-1,3,2-dioxaborolan-2-yl)-6H-isochromeno[3,4-b]pyridin-3-yl) oxy)-8-azabicyclo[3.2.1]octane-8-carboxylate